(R)-4-(3-methoxypyrrolidin-1-yl)-4-methylpent-2-ynethioic acid S-methyl ester CSC(C#CC(C)(C)N1C[C@@H](CC1)OC)=O